FC(C1=CC=C(N=N1)C(C(=O)[O-])(C)C)F.[Na+] sodium 2-(6-(difluoromethyl)pyridazin-3-yl)-2-methylpropanoate